(+)-(1R,7R)-10,10-dimethyl-tricyclo[7.1.1.0(2,7)]undec-2-en-4-one CC1(C2C[C@H]3CCC(C=C3[C@@H]1C2)=O)C